ferrocenium hexafluorophosphate F[P-](F)(F)(F)(F)F.C1C=CC=C1.[CH-]1C=CC=C1.[Fe+2]